tert-butyl N-[1-(8-methyl-2-methylsulfanyl-7-oxo-pyrido[2,3-d]pyrimidin-6-yl)-4-piperidyl]carbamate CN1C(C(=CC2=C1N=C(N=C2)SC)N2CCC(CC2)NC(OC(C)(C)C)=O)=O